BrC1=CC(=C(C(=O)NC(NC2=C(C=CC=C2)C2CC2)=O)C(=C1[2H])F)F 4-bromo-N-((2-cyclopropylphenyl)carbamoyl)-2,6-difluorobenzamide-5-d